ClC1=C(N=C(C=2N1N=C(N2)C)C2=CC=C(C=C2)C)N 5-chloro-2-methyl-8-(4-methylphenyl)-[1,2,4]triazolo[1,5-a]pyrazin-6-amine